C(C(=C)C)(=O)N1C[C@@H](CC1)N1C(N(C=2C=NC=CC21)C2=CC(=CC=C2)OC2=CC=CC=C2)=O (R)-1-(1-methacryloylpyrrolidin-3-yl)-3-(3-phenoxyphenyl)-1H-imidazo[4,5-c]pyridin-2(3H)-one